C(C)(=O)C1=CC=2N(C=C1)N=CC2N2C(N(C(CC2)=O)CC2=C(C=C(C=C2)OC)OC)=O 1-(5-acetylpyrazolo[1,5-a]pyridin-3-yl)-3-(2,4-dimethoxybenzyl)dihydropyrimidine-2,4(1H,3H)-dione